CC1=C(C=CC=C1C)OC1=C(C(=CC=C1)C)C 2,3-dimethylphenyl oxide